ClC1=NC=2C=CC=CC2C2=C1NC(N2N(C(OC(C)(C)C)=O)C2=CC=C(C=C2)CN2CCCC2)=O tert-butyl (4-chloro-2-oxo-2,3-dihydro-1H-imidazo[4,5-c]quinolin-1-yl)(4-(pyrrolidin-1-ylmethyl)phenyl)carbamate